5-bromo-6-fluorobenzo[d]isoxazol-3-amine BrC=1C(=CC2=C(C(=NO2)N)C1)F